3-[(1R)-1-[3,6-Dimethyl-2-(2-methylindazol-5-yl)-4-oxo-chromen-8-yl]ethoxy]pyridine-2-carboxamide CC1=C(OC2=C(C=C(C=C2C1=O)C)[C@@H](C)OC=1C(=NC=CC1)C(=O)N)C1=CC2=CN(N=C2C=C1)C